C1(=CC=C(C=C1)C(=O)C1=C(C(=O)O)C=CC=C1)C1=CC=CC=C1 2-(4-biphenylcarbonyl)benzoic acid